(2R)-1-[(4aR,8aS)-decahydroquinolin-1-yl]-2-{cyclopropyl[(2,4-dimethoxyphenyl)methyl]amino}-3-[(2-hydroxyethyl)amino]propan-1-one N1(CCC[C@H]2CCCC[C@H]12)C([C@@H](CNCCO)N(CC1=C(C=C(C=C1)OC)OC)C1CC1)=O